3-bromo-6,7-difluoro-1-benzofuran BrC1=COC2=C1C=CC(=C2F)F